6-chloro-5-(2-fluoro-5-hydroxy-phenyl)-7-methyl-1,3-dihydro-1,4-benzodiazepine ClC1=C(C=CC2=C1C(=NCCN2)C2=C(C=CC(=C2)O)F)C